propan-2-yl 4-(3-hydroxypropyl)-2,3-dioxo-3,4-dihydroquinoxaline-1(2H)-carboxylate OCCCN1C(C(N(C2=CC=CC=C12)C(=O)OC(C)C)=O)=O